C(C1=CC=CC=C1)N1C[C@@H](C([C@@H](C1)C)(O)C1=C(C=C(C=C1F)C1=C2C(=NC=C1)NC=C2F)F)C (3S,4s,5R)-1-benzyl-4-(2,6-difluoro-4-(3-fluoro-1H-pyrrolo[2,3-b]pyridin-4-yl)phenyl)-3,5-dimethylpiperidin-4-ol